ClC1=CC(=C(C=C1)N1CCC2(CCN(C2)C(=O)OC(C)(C)C)CC1)C(C)C tert-butyl 8-(4-chloro-2-isopropyl-phenyl)-2,8-diazaspiro[4.5]decane-2-carboxylate